delta-terpinene CC1=CCC(=C(C)C)CC1